ClC=1C=C(C=CC1)[C@@H]1OCCN(C1)C[C@H](COC1=CC=C(C=C1)N(S(=O)(=O)C)C)O |o1:7| N-(4-((R)-3-((S) or (R)-2-(3-chlorophenyl)morpholino)-2-hydroxypropoxy)phenyl)-N-methylmethanesulfonamide